4-(3-nitrophenyl)-1,2,3,6-tetrahydropyridine [N+](=O)([O-])C=1C=C(C=CC1)C=1CCNCC1